(S)-4-isopropyloxazolidin-2-one C(C)(C)[C@@H]1NC(OC1)=O